tert-butyl 4-(3-(4-(4-chlorophenyl)butyl)-2-oxo-2,3-dihydro-1H-benzo[d]imidazol-1-yl)piperidine-1-carboxylate ClC1=CC=C(C=C1)CCCCN1C(N(C2=C1C=CC=C2)C2CCN(CC2)C(=O)OC(C)(C)C)=O